BrC=1C(=C2C(=NC1)N=C[C@]21[C@H](C1)C1=CC=CC=C1)Cl |r| (1RS,2RS)-5'-bromo-4'-chloro-2-phenylspiro[cyclopropane-1,3'-pyrrolo[2,3-b]pyridin]